ONC(C(CCN1C(C=C(C=C1)C1=CC=C(C=C1)C=1N=NN(C1)CC1=NC=NC=C1)=O)(S(=O)(=O)C)C)=O N-hydroxy-2-methyl-2-(methylsulfonyl)-4-(2-oxo-4-(4-(1-(pyrimidin-4-ylmethyl)-1H-1,2,3-triazol-4-yl)phenyl)pyridin-1(2H)-yl)butanamide